1-(3-methoxypropyl)-N1-methylbenzene-1,4-diamine COCCCC1(CC=C(C=C1)N)NC